ethyl 2-(1,3-dioxolan-2-yl)-5-hydroxybenzofuran-3-carboxylate O1C(OCC1)C=1OC2=C(C1C(=O)OCC)C=C(C=C2)O